FC1=C(C=CC=C1)C=1N(C=CC1C=O)S(=O)(=O)C=1C=NC=CC1 (2-fluorophenyl)-1-(pyridine-3-sulfonyl)-pyrrole-3-carbaldehyde